2-Fluoro-6-nitro-4-(trifluoromethyl)aniline FC1=C(N)C(=CC(=C1)C(F)(F)F)[N+](=O)[O-]